N-[2-(2-chloro-4-methylphenyl)-2,2-difluoroethyl]-3-[(3-cyclopropyl-2-fluorophenyl)sulfanyl]-5,6,7,8-tetrahydrocinnoline-4-carboxamide ClC1=C(C=CC(=C1)C)C(CNC(=O)C1=C(N=NC=2CCCCC12)SC1=C(C(=CC=C1)C1CC1)F)(F)F